N-ethyl-2,2'-bipyridine-6-carboxamide C(C)NC(=O)C1=CC=CC(=N1)C1=NC=CC=C1